3,3-difluoro-1-methylcyclobutane-1-amine hydrochloride Cl.FC1(CC(C1)(N)C)F